OC1=C2N(C=C3C(=N1)C=C(C(=C3)OC)OCCCCCOC=3C(=CC1=C(N=C[C@H]4N(C1=O)C=C(C4)C)C3)OC)C=C(C2)C (S)-11-hydroxy-7-methoxy-8-((5-(((S)-7-methoxy-2-methyl-5-oxo-5,11a-dihydro-1H-benzo[e]pyrrolo[1,2-a][1,4]diazepin-8-yl)oxy)pentyl)oxy)-2-methyl-1H-benzo[e]pyrrolo[1,2-a][1,4]diazepin